C1(CC1)C1=CC(=NC=2N1N=C(C2)C=2C(=CC(=NC2F)N2C[C@H](CC2)C(=O)N)OCCOC)C(=O)N2[C@@H](C1=CC=CC=C1CC2)C (3S)-1-(5-{7-cyclopropyl-5-[(1R)-1-methyl-1,2,3,4-tetrahydroisoquinoline-2-carbonyl]-pyrazolo[1,5-a]pyrimidin-2-yl}-6-fluoro-4-(2-methoxyethoxy)pyridin-2-yl)pyrrolidine-3-carboxamide